P(O)(=O)(OP(=O)(O)OP(=O)(O)O)OC[C@@H]1[C@H]([C@H]([C@@H](O1)C1=CN(C(=O)NC1=O)C(C(F)(F)F)=O)O)O 1-trifluoroacetylpseudouridine triphosphate